Trideuteromethane [2H]C([2H])[2H]